COP(=O)(OC)NCC(C)C dimethoxyphosphoryl-isobutyl-amine